N1=C(N=CC2=CC=CC=C12)N[C@@H]1C[C@H](CC1)NC1=CC=C(C=N1)N1C(C=CC=C1)=O 1-(6-{[(1S,3S)-3-(quinazolin-2-ylamino)cyclopentyl]amino}pyridin-3-yl)-1,2-dihydropyridin-2-one